ClC1=C(C=C(CNC(=O)C2CCN(CC2)C2=NC3=C(C=CC=C3C=C2)C)C=C1)C=1NC(C=CN1)=O N-[4-chloro-3-(6-oxo-1,6-dihydropyrimidin-2-yl)benzyl]-1-(8-methylquinolin-2-yl)piperidine-4-carboxamide